(1s,2r,3s,4r)-3-(4-phenylpiperazine-1-carbonyl)-7-oxabicyclo[2.2.1]heptane-2-carboxylic acid C1(=CC=CC=C1)N1CCN(CC1)C(=O)[C@H]1[C@H]([C@@H]2CC[C@H]1O2)C(=O)O